N1(CCCCC1)CCCNC(N)=S 3-(3-(piperidin-1-yl)propyl)thiourea